4-bromo-4'-(4,6-diphenyl-1,3,5-triazin-2-yl)-[1,1'-biphenyl]-3-amine BrC1=C(C=C(C=C1)C1=CC=C(C=C1)C1=NC(=NC(=N1)C1=CC=CC=C1)C1=CC=CC=C1)N